[Si](C)(C)(C(C)(C)C)OCCCCC=1C(=NC(=NC1)SC)C(=O)C1=C(C=C(C=C1)F)OC [5-[4-[tert-butyl(dimethyl)silyl]oxybutyl]-2-methylsulfanyl-pyrimidin-4-yl]-(4-fluoro-2-methoxy-phenyl)methanone